N-(2-(1H-indol-3-yl)ethyl)-3,3,3-trifluoro-N-methylpropan-1-amine N1C=C(C2=CC=CC=C12)CCN(CCC(F)(F)F)C